(2-(4-(6-((4-cyano-2-fluorobenzyl)oxy)pyridin-2-yl)-2-fluorobenzyl)-1-(2-Methoxyethyl)-1H-benzo[d]Imidazol-6-yl)phosphonic acid diethyl ester C(C)OP(OCC)(=O)C=1C=CC2=C(N(C(=N2)CC2=C(C=C(C=C2)C2=NC(=CC=C2)OCC2=C(C=C(C=C2)C#N)F)F)CCOC)C1